OC1=CC=C(C=C1)C=1C2=CC=C(N2)C(=C2C=CC(C(=C3C=CC(=C(C=4C=CC1N4)C4=CC=C(C=C4)O)N3)C3=CC=CC=C3)=N2)C2=CC=CC=C2 5,10-di(4-hydroxyphenyl)-15,20-diphenyl-porphyrin